C(C1=CC=CC=C1)N1C(C2=C(C=3C=CC=NC13)CCN(C2)CC2=CN=CN2C)=O 6-benzyl-3-((1-methyl-1H-imidazol-5-yl)methyl)-2,3,4,6-tetrahydropyrido[3,4-c][1,8]naphthyridine-5(1H)-one